ethyl ((8-((2-chloro-3-(4,4,5,5-tetramethyl-1,3,2-dioxaborolan-2-yl)phenyl)amino)-1,7-naphthyridin-3-yl)methyl)-D-serinate ClC1=C(C=CC=C1B1OC(C(O1)(C)C)(C)C)NC=1N=CC=C2C=C(C=NC12)CN[C@H](CO)C(=O)OCC